ClC1=NC(=CC(=N1)C(=O)N)N[C@@H]1C(NCC1)=O (S)-2-chloro-6-((2-oxopyrrolidin-3-yl)amino)pyrimidine-4-carboxamide